O=C1N(C=CC2=CC=C(C=C12)C=1C=NC(=NC1)NC(CCC)=O)CCC N-(5-(1-oxo-2-propyl-1,2-dihydroisoquinolin-7-yl)pyrimidin-2-yl)butyramide